tert-butyl 4-(6-((3-fluoroquinolin-8-yl)methoxy)pyridin-2-yl)piperidine-1-carboxylate FC=1C=NC2=C(C=CC=C2C1)COC1=CC=CC(=N1)C1CCN(CC1)C(=O)OC(C)(C)C